C(C(C)C)(=O)N1[C@@H](CN(CC1)C1=CC(=CC=2N(C(NC21)=O)C=2SC(=NN2)C(F)F)S(=O)(=O)NC2(COC2)C)C 4-[(R)-4-isobutyryl-3-methyl-1-piperazinyl]-1-[5-(difluoromethyl)-1,3,4-thiadiazol-2-yl]-6-(3-methyl-3-oxetanylaminosulfonyl)-1,3-dihydro-1,3-benzimidazol-2-one